Benzyl 2-(benzo[d]thiazol-5-yl)-4-oxopiperidine-1-carboxylate S1C=NC2=C1C=CC(=C2)C2N(CCC(C2)=O)C(=O)OCC2=CC=CC=C2